(S)-5-((((6-(3-(2-(4-((R)-1-aminoethyl)-3-methoxyphenyl)-3-chloropyridin-4-yl)-2-chlorophenyl)-2-methoxypyridin-3-yl)methyl)amino)methyl)pyrrolidin-2-one N[C@H](C)C1=C(C=C(C=C1)C1=NC=CC(=C1Cl)C=1C(=C(C=CC1)C1=CC=C(C(=N1)OC)CNC[C@@H]1CCC(N1)=O)Cl)OC